7-{4-[4-(Benzyloxy)phenyl]piperidin-1-yl}-4-methyl-1-{[2-(trimethylsilyl)ethoxy]methyl}-1H-indole-3-carbonitrile Sodium hydride [H-].[Na+].C(C1=CC=CC=C1)OC1=CC=C(C=C1)C1CCN(CC1)C=1C=CC(=C2C(=CN(C12)COCC[Si](C)(C)C)C#N)C